(2-Ethoxy-4-{6-[2-(4-fluoro-7-methoxy-2-methyl-benzo[b]thiophen-3-yl)-ethylamino]-pyrimidin-4-yl}-phenyl)-acetic acid C(C)OC1=C(C=CC(=C1)C1=NC=NC(=C1)NCCC=1C2=C(SC1C)C(=CC=C2F)OC)CC(=O)O